CC1=C(C(=C(C(=C1CC1=CC(=C(C(=C1)C(C)(C)C)O)C(C)(C)C)C)CC1=CC(=C(C(=C1)C(C)(C)C)O)C(C)(C)C)C)CC1=CC(=C(C(=C1)C(C)(C)C)O)C(C)(C)C 1,3,5-tris-methyl-2,4,6-tris(3,5-di-t-butyl-4-hydroxybenzyl)benzene